O(C#N)C1=C(C=C(OC2=CC=C(C=C2)S(=O)(=O)C2=CC=C(C=C2)OC2=CC(=C(C=C2)OC#N)CC=C)C=C1)CC=C bis(4-(4-cyanato-3-(2-propenyl)phenoxy)phenyl) sulfone